2-(5-(4-(aminomethyl)-1-oxo-1,2-dihydrophthalazin-6-yl)pyridin-3-yl)-5-chlorobenzonitrile NCC1=NNC(C2=CC=C(C=C12)C=1C=C(C=NC1)C1=C(C#N)C=C(C=C1)Cl)=O